C(C=C)(=O)O.C(C=C)(=O)O.C(C=C)(=O)O.CC(CC)(C)C Trimethyl-propane triacrylate